[1-(2,4-Difluorophenyl)triazol-4-yl]-[4-(1,5-dimethylpyrazol-4-yl)-3,4-dihydro-1H-isoquinolin-2-yl]methanone FC1=C(C=CC(=C1)F)N1N=NC(=C1)C(=O)N1CC2=CC=CC=C2C(C1)C=1C=NN(C1C)C